Cl.C(C)(C)(C)C(C(=O)O)CCN t-butyl-γ-aminobutyric acid hydrochloride